FC1=C(OC=2C=CC(=NC2)NC(C(C)N2CC(C(CC2)(F)F)C2=CC(=NC=C2)CNC(OCC2=CC=CC=C2)=O)=O)C=CC(=C1)F benzyl ((4-(1-(1-((5-(2,4-difluorophenoxy)pyridin-2-yl)amino)-1-oxopropan-2-yl)-4,4-difluoropiperidin-3-yl)pyridin-2-yl)methyl)carbamate